4-(4-fluoro-3-(3-((1-(1-methyl-cyclopropyl)ethyl)amino)azetidine-1-carbonyl)benzyl)phthalazin-1(2H)-one FC1=C(C=C(CC2=NNC(C3=CC=CC=C23)=O)C=C1)C(=O)N1CC(C1)NC(C)C1(CC1)C